10-((tetrahydro-2H-pyran-2-yl)oxy)decanoic acid O1C(CCCC1)OCCCCCCCCCC(=O)O